3-{[2-(3-cyanophenyl)-5-(ethoxycarbonyl)-4-methyl-1H-imidazol-1-yl]oxy}propanoic acid C(#N)C=1C=C(C=CC1)C=1N(C(=C(N1)C)C(=O)OCC)OCCC(=O)O